methyl-glucose CC(=O)[C@H](O)[C@@H](O)[C@H](O)[C@H](O)CO